O=S1(CC(C=C1)NC(=O)C1=CC(=C(C=C1)C1=CC(=C(C=C1)C)C)C)=O N-(1,1-dioxido-2,3-dihydrothiophen-3-yl)-2,3',4'-trimethyl-[1,1'-biphenyl]-4-carboxamide